2-(3-methoxybicyclo[3.1.0]hexan-6-yl)-4,4,5,5-tetramethyl-1,3,2-dioxaborolane COC1CC2C(C2C1)B1OC(C(O1)(C)C)(C)C